3-(4-((4-fluoro-1,3-dioxoisoindoline-2-yl)methyl)piperidin-1-yl)-N-(4-fluorobenzyl)-N-(7-Nitrobenzo[c][1,2,5]oxadiazol-4-yl)propionamide FC1=C2C(N(C(C2=CC=C1)=O)CC1CCN(CC1)CCC(=O)N(C1=CC=C(C2=NON=C21)[N+](=O)[O-])CC2=CC=C(C=C2)F)=O